CN1C(=NC=C1)NC=1C=C(C2=C(N=C(N=C2)SC)N1)C#C[Si](C(C)C)(C(C)C)C(C)C 1-methyl-N-[2-(methylsulfanyl)-5-[2-(triisopropylsilyl)ethynyl]pyrido[2,3-d]pyrimidin-7-yl]imidazol-2-amine